methyltin tris(isooctyl thioglycolate) C(CCCCC(C)C)C(C(=O)[O-])S.C(CCCCC(C)C)C(C(=O)[O-])S.C(CCCCC(C)C)C(C(=O)[O-])S.C[Sn+3]